CC1=C(N=C(N1)[SiH3])C dimethyl-silylimidazole